BrC1=CC=C2C(N(C(C2=C1)=O)C1C(NC(CC1)=O)=O)=O 6-bromo-2-(2,6-dioxopiperidin-3-yl)-1,3-dioxoisoindol